2-eicosoyl-sn-glycero-3-phosphocholine C(CCCCCCCCCCCCCCCCCCC)(=O)O[C@H](CO)COP(=O)([O-])OCC[N+](C)(C)C